CC1=CC(=NN1)NC1=CC(=C(C=C1)C1=CN=C(S1)[C@@H]1CC[C@H](CC1)NC(OC(C)C)=O)S(=O)(=O)C(F)(F)F isopropyl trans-N-[4-[5-[4-[(5-methyl-1H-pyrazol-3-yl)amino]-2-(trifluoromethylsulfonyl)phenyl]thiazol-2-yl]cyclohexyl]carbamate